O=C1NC(CCC1NC(C1=CC=CC=C1)=O)=O N-(2,6-dioxopiperidin-3-yl)benzamide